2-((1S,3R)-3-(2-methoxyethyl)-2,2-dimethylcyclopropyl)-3-methylcyclopent-2-en-1-one COCC[C@H]1C([C@H]1C=1C(CCC1C)=O)(C)C